(2-methoxycarbonyl-acetamido)-3,6-dihydro-2H-pyridine-1,4-dicarboxylic acid 1-tert-butyl 4-ethyl ester C(C)OC(=O)C=1CC(N(CC1)C(=O)OC(C)(C)C)NC(CC(=O)OC)=O